NC=1C(=C(C=CC1)C=1C(=C(C=CC1)NC(=O)C1=NN2C([C@H](CCC2)N2CCC(CC2)C(=O)OC)=C1)Cl)Cl methyl 1-[(4S)-2-[[3-(3-amino-2-chloro-phenyl)-2-chloro-phenyl]carbamoyl]-4,5,6,7-tetrahydropyrazolo[1,5-a]pyridin-4-yl]piperidine-4-carboxylate